C1=CC=C(C=2SC3=C(C21)C=CC=C3)C=3C=C(C=CC3)C=3C=C(C=CC3)N3CN=C(N=C3C3=CC=CC=C3)C3=CC=CC=C3 3-[3-[3-(dibenzothiophen-4-yl)phenyl]phenyl]-4,6-diphenyl-1,3,5-triazine